platinum(II) Hydroxide [Pt](O)O